C(C)(C)(C)[N+](C(C)(C)C)(C(C)(C)C)C(C)(C)C.P(=O)(OC1=CC=C(C=C1)[N+](=O)[O-])([O-])[O-].C(C)(C)(C)[N+](C(C)(C)C)(C(C)(C)C)C(C)(C)C 4-nitrophenyl phosphate tetra-t-butyl-ammonium salt